C1(CC1)S(=O)(=O)N1N=CC=C1 1-(Cyclopropylsulfonyl)-1H-pyrazol